FC1=C(C=C(C=C1)F)C(CO)(F)F 2-(2,5-difluorophenyl)-2,2-difluoroethanol